OC[C@H](C1=CC=CC=C1)NC1=CC(=NC=C1C1=NC(=NO1)C12CCN(CC1)CC2)NC=2C=C1C(C(N(C(C1=CC2)=O)C)C)C 6-((4-(((S)-2-hydroxy-1-phenylethyl)amino)-5-(3-(quinuclidin-4-yl)-1,2,4-oxadiazol-5-yl)pyridin-2-yl)amino)-2,3,4-trimethyl-3,4-dihydroisoquinolin-1(2H)-one